8,8'-(((3-hydroxy-cyclohexyl)methyl)-azanediyl)bis(N,N-didecyloctanamide) OC1CC(CCC1)CN(CCCCCCCC(=O)N(CCCCCCCCCC)CCCCCCCCCC)CCCCCCCC(=O)N(CCCCCCCCCC)CCCCCCCCCC